NCC=1C=CC(=C(C(=O)NC(C)C=2C=C(C=C(C2)C2=CC(=CC=C2)Cl)C2=CC(=CN2)C(=O)OC)C1)C methyl 5-(5-(1-(5-(aminomethyl)-2-methylbenzamido)ethyl)-3'-chloro-[1,1'-biphenyl]-3-yl)-1H-pyrrole-3-carboxylate